(R)-2-[4-(4-chlorophenoxy)-2-(trifluoromethyl)phenyl]-3-methyl-1-(1,2,4-triazol-1-yl)butan-2-ol ClC1=CC=C(OC2=CC(=C(C=C2)[C@@](CN2N=CN=C2)(C(C)C)O)C(F)(F)F)C=C1